5-(4-((4'-chloro-5,5-dimethyl-3,4,5,6-tetrahydro-[1,1'-biphenyl]-2-yl)methyl)-1,4-diazepane-1-carbonyl)-2-(2,6-dioxopiperidin-3-yl)isoindoline-1,3-dione ClC1=CC=C(C=C1)C1=C(CCC(C1)(C)C)CN1CCN(CCC1)C(=O)C=1C=C2C(N(C(C2=CC1)=O)C1C(NC(CC1)=O)=O)=O